O1CC(CC12CCCC2)O 1-oxaspiro(4.4)nonan-3-ol